CC1C(NC2=CN(N=C2C=2C=CN=C(CCCC1)C2)C2=NC=NN2)=O 9-methyl-4-(1H-1,2,4-triazol-5-yl)-3,4,7,15-tetraazatricyclo[12.3.1.02,6]Octadecan-1(18),2,5,14,16-pentaen-8-one